[3-[[5-chloro-2-(trifluoromethyl)phenyl]methylamino]azetidin-1-yl]-[6-(5-cyclopropyl-4H-1,2,4-triazol-3-yl)-2-azaspiro[3.3]heptan-2-yl]methanone ClC=1C=CC(=C(C1)CNC1CN(C1)C(=O)N1CC2(C1)CC(C2)C2=NN=C(N2)C2CC2)C(F)(F)F